NC1=CC=C(NC(C)=O)C=C1 4'-aminoacetanilide